C(C)(C)(C)OC(=O)N1CCN(CC1)C1=NC(=NC2=C(C(=C(C=C12)OC(F)(F)F)Br)F)Cl 4-(7-bromo-2-chloro-8-fluoro-6-(trifluoromethoxy)quinazolin-4-yl)piperazine-1-carboxylic acid tert-butyl ester